Cl.Cl.NCC(CC(=O)N)CNC1=NC=C(C=N1)SC 4-Amino-3-(((5-(methylthio)pyrimidin-2-yl)amino)methyl)butanamide dihydrochloride